CC1C(CCCC1)NC(\C=C\C=1C=CC2=CC(N=C2C1)=O)=O (E)-N-(2-methylcyclohexyl)-3-(2-oxoindol-6-yl)acrylamide